COCOC=1C(=CC2=CN(N=C2C1)C)C1=NC2=CC=C(C=C2C=N1)N1C[C@@H](N([C@H](C1)C)C(=O)OC(C)(C)C)C tert-butyl (2S,6S)-4-{2-[6-(methoxymethoxy)-2-methylindazol-5-yl]quinazolin-6-yl}-2,6-dimethylpiperazine-1-carboxylate